BrC=1N=C(N(C1)COCC[Si](C)(C)C)C(=O)OCC Ethyl 4-bromo-1-((2-(trimethylsilyl)ethoxy)methyl)-1H-imidazole-2-carboxylate